NC1=CC(=C(C(=N1)C1=C(C2=C(C(N3[C@@H](CO2)CNCC3)=O)C(=N1)N1CCOCC1)Cl)C(F)(F)F)C (R)-3-(6-amino-4-methyl-3-(trifluoromethyl)pyridin-2-yl)-4-chloro-1-morpholino-6,6a,7,8,9,10-hexahydro-12H-pyrazino[2,1-c]pyrido[3,4-f][1,4]oxazepin-12-one